C(C)OC(CC=1N=C(SC1)C1=CCC(CC1)(F)F)=O.ClC1=CC=CC2=C1N=C(O2)[C@H]2CC[C@@H](CN2)NC(COC2=CC(=C(C=C2)Cl)F)=O 1-N-[(3S,6R)-6-(4-chloro-1,3-benzoxazol-2-yl)piperidin-3-yl]-2-(4-chloro-3-fluorophenoxy)acetamide ethyl-2-(2-(4,4-difluorocyclohex-1-en-1-yl)thiazole-4-yl)acetate